CC1=CCN(C=C1)C1=CC=C(C=C1)N 4-methyl-1-(4-aminophenyl)pyridine